COC1=CC=C(C=C1)C(C)(C)C=1N=C(SC1)NC(NCC1CC(C1)S(=O)(=O)NC)=O rac-(1r,3r)-3-((3-(4-(2-(4-methoxyphenyl)propan-2-yl)thiazol-2-yl)ureido)methyl)-N-methylcyclobutane-1-sulfonamide